difluoro sulphone FS(=O)(=O)F